CN(C)CC1=CC=C(C(=O)C2=CC=C(C=C2)NC(C(=C)C)=O)C=C1 N-(4-(4-((dimethylamino)methyl)benzoyl)phenyl)methacrylamide